C(C)[C@@](C(=O)OCC1=CC(=NC(=C1)C)N1CCC(CC1)(F)F)([C@H](C1=CC=CC=C1)O)N=[N+]=[N-] [2-(4,4-difluoropiperidin-1-yl)-6-methylpyridin-4-yl]methanol ethyl-(2s,3s)-2-azido-3-hydroxy-3-phenylpropanoate